tert-butyl (S)-2-(6-chloro-2-(pyridin-3-yl)-1,2,3,4-tetrahydroisoquinolin-8-yl)pyrrolidine-1-carboxylate ClC=1C=C2CCN(CC2=C(C1)[C@H]1N(CCC1)C(=O)OC(C)(C)C)C=1C=NC=CC1